(2'-(4,4-difluorocyclohexyl)-3,6-difluoro-[2,4'-bipyridin]-3'-yl)carbamic acid tert-butyl ester C(C)(C)(C)OC(NC=1C(=NC=CC1C1=NC(=CC=C1F)F)C1CCC(CC1)(F)F)=O